6-[4-[cis-5-methyl-2,3,3a,4,6,6a-hexahydropyrrolo[2,3-c]pyrrol-1-yl]-5,6-difluoro-8-(methylamino)-9H-pyrido[2,3-b]indol-3-yl]-1-(ethylamino)-4-oxo-1,8-naphthyridine-3-carboxylic acid CN1C[C@@H]2[C@H](C1)CCN2C2=C(C=NC=1NC3=C(C=C(C(=C3C12)F)F)NC)C=1C=C2C(C(=CN(C2=NC1)NCC)C(=O)O)=O